ClC1=C(C=C2C(=CNC2=C1)/C=C(/C(=O)N)\C#N)OCC1CCC(CC1)(F)F (E)-3-(6-chloro-5-((4,4-difluorocyclohexyl)methoxy)-1H-indol-3-yl)-2-cyanoacrylamide